NC1CC2(CC(C2)OC2=C(C=CC=C2)C2=CC(=NN2)NC=2N=CC(=NC2)C#N)C1 5-((5-(2-((6-aminospiro[3.3]heptan-2-yl)oxy)phenyl)-1H-pyrazol-3-yl)amino)pyrazine-2-carbonitrile